2-(3-((1r,3r)-3-fluoro-1-(4-methyl-4H-1,2,4-triazol-3-yl)cyclobutyl)phenyl)-6-(((1-methylcyclobutyl)amino)methyl)-4-(trifluoromethyl)isoindolin-1-one FC1CC(C1)(C1=NN=CN1C)C=1C=C(C=CC1)N1C(C2=CC(=CC(=C2C1)C(F)(F)F)CNC1(CCC1)C)=O